COC1=CC2=C(NC(=N2)SCC2=NC=C(C(=C2C)OC)C)C=C1 5-methoxy-2-(((4-methoxy-3,5-dimethylpyridine-2-yl)methyl)thio)-1H-benzo[d]imidazole